5-(((1-(6-amino-5-(2,3-dichlorophenyl)pyrazin-2-yl)-4-methylpiperidin-4-yl)amino)methyl)-4-bromo-2-(2,6-dioxopiperidin-3-yl)isoindoline-1,3-dione NC1=C(N=CC(=N1)N1CCC(CC1)(C)NCC=1C(=C2C(N(C(C2=CC1)=O)C1C(NC(CC1)=O)=O)=O)Br)C1=C(C(=CC=C1)Cl)Cl